C1(CCCCC1)[C@@H](C(NC1=CC=C2C(=C1)NC(C21CCOCC1)=O)=O)NC(OCC1CCOCC1)=O Oxan-4-ylmethyl N-{(1S)-1-cyclohexyl-2-oxo-2-[(2-oxospiro[1H-indole-3,4'-oxane]-6-yl)amino]ethyl}carbamate